NC1=NC=CC=C1C1=NC=2C(=NC(=CC2)C2=CC=CC=C2)N1C1=CC=C(CNCCC2=CC(=C(C=O)C=C2F)O)C=C1 4-(2-((4-(2-(2-aminopyridin-3-yl)-5-phenyl-3H-imidazo[4,5-b]pyridin-3-yl)benzyl)amino)ethyl)-5-fluoro-2-hydroxybenzaldehyde